ClC1=C(C(=C(C=C1CCCCC)O)[C@H]1[C@@H](CCC(=C1)C)C(=C)C)O (1'r,2'r)-3-chloro-5'-methyl-4-pentyl-2'-(prop-1-en-2-yl)-1',2',3',4'-tetrahydro-[1,1'-biphenyl]-2,6-diol